FC(C1(CC(=NO1)C1=C2C(C(=NN(C2=CC=C1)C1=CC=C(C=C1)OC(F)(F)F)C(=O)O)=O)O)F 5-[5-(difluoromethyl)-5-hydroxy-4H-isoxazol-3-yl]-4-oxo-1-[4-(trifluoromethoxy)phenyl]Cinnoline-3-carboxylic acid